C(#N)C[C@H]1CN(CCN1C(C=C)=O)C1=CC(=NC(=N1)NCCC1N(CCC1)C)C(=O)NC1=CC(=CC2=CC=CC=C12)O 6-[(3S)-3-(cyanomethyl)-4-prop-2-enoyl-piperazin-1-yl]-N-(3-hydroxy-1-naphthyl)-2-[2-(1-methylpyrrolidin-2-yl)ethylamino]pyrimidine-4-carboxamide